CC1=NC=C(C=C1)S(=O)(=O)Cl methyl-5-(chlorosulfonyl)pyridine